5-(bis(4-methoxybenzyl)amino)-2-(2-methoxypyridin-4-yl)oxazol COC1=CC=C(CN(C2=CN=C(O2)C2=CC(=NC=C2)OC)CC2=CC=C(C=C2)OC)C=C1